(5-(3-(2,2-dimethylpyrrolidin-1-yl)propionamido)-2-methylpyridin-3-yl)-2-(1-(2-methoxyethyl)-1H-pyrazol-4-yl)pyrazolo[5,1-b]thiazole-7-carboxamide CC1(N(CCC1)CCC(=O)NC=1C=C(C(=NC1)C)C=1N2C(SC1C=1C=NN(C1)CCOC)=C(C=N2)C(=O)N)C